(2S)-2-[(5R,6R,7R,14S)-N-cyclopropylmethyl-4,5-epoxy-6,14-ethano-3-hydroxy-6-methoxymorphinan-7-yl]-3,3-dimethylpentan-2-ol C1(CC1)CN1[C@H]2[C@@]34C[C@@H]([C@@]([C@H]5[C@@]3(C=3C(=C(C=CC3C2)O)O5)CC1)(CC4)OC)[C@@](C)(C(CC)(C)C)O